3-(3-furyl)alanine (S)-tert-butyl-4-(7-chloro-6-fluoro-1-(2-isopropyl-4-methylpyridin-3-yl)-2-oxo-1,2-dihydropyrido[2,3-d]pyrimidin-4-yl)-3-methylpiperazine-1-carboxylate C(C)(C)(C)[C@@H]1N(CCN(C1C)C=1C2=C(N(C(N1)=O)C=1C(=NC=CC1C)C(C)C)N=C(C(=C2)F)Cl)C(=O)O.O2C=C(C=C2)C[C@H](N)C(=O)O